CC1=CC=C(OC2CCN(CC2)C(=O)[O-])C=C1 4-(p-methylphenoxy)piperidine-1-carboxylate